C1(CC1)C=1N=NN(C1)[C@H](C(=O)N1[C@@H](C[C@H](C1)O)C(=O)NCC1=NC=CC2=CC=CC=C12)C(C)(C)C (2S,4R)-1-[(2S)-2-(4-cyclopropyltriazol-1-yl)-3,3-dimethyl-butanoyl]-4-hydroxy-N-(1-isoquinolylmethyl)pyrrolidine-2-carboxamide